CC1=CC=C2C(=CN=CC2=C1N1CCNCC1)N1C(NC(CC1)=O)=O (7-methyl-8-piperazin-1-yl-4-isoquinolinyl)hexahydropyrimidine-2,4-dione